2-(4-cyclopropyl-6-methoxypyrimidin-5-yl)-4-(methylsulfonyl)-7,8-dihydropyrido[4,3-d]pyrimidine-6(5H)-carbonitrile C1(CC1)C1=NC=NC(=C1C=1N=C(C2=C(N1)CCN(C2)C#N)S(=O)(=O)C)OC